C1=CC=CC=2C3=CC=CC=C3C(C12)COC(=O)NC(C(=O)O)CCCCNC(=O)OC(C)(C)C 2-((((9H-fluoren-9-yl)methoxy)carbonyl)amino)-6-((tert-butoxycarbonyl)amino)hexanoic acid